ClC1=C(C=CC(=C1)CNCCC(=O)NCCCNC1=C2C=NNC2=CC(=C1)C=1C(=NNC1)OC)C1=CC=CC=C1 3-(((2-chloro-[1,1'-biphenyl]-4-yl)methyl)amino)-N-(3-((6-(3-methoxy-1H-pyrazol-4-yl)-1H-indazol-4-yl)amino)propyl)propanamide